1,8-diamino-3,3-dimethyloctane NCCC(CCCCCN)(C)C